6-((3,5-dichlorophenyl)sulfonamido)chromane-2-carboxylic acid ClC=1C=C(C=C(C1)Cl)S(=O)(=O)NC=1C=C2CCC(OC2=CC1)C(=O)O